C1(CCC1)CN1N=C(C=C1O)C 1-(cyclobutylmethyl)-3-methyl-1H-pyrazol-5-ol